FC(CN1N=CC=2C1=NC(=CN2)NC2CC1CN(CC1CC2)C(=O)OC(C)(C)C)F tert-butyl 5-((1-(2,2-difluoroethyl)-1H-pyrazolo[3,4-b]pyrazin-6-yl)amino)octahydro-2H-isoindole-2-carboxylate